N-(5-(7'-Fluoro-3'-methyl-2'-oxo-2',3'-dihydrospiro[cyclobutane-1,1'-pyrrolo[2,3-c]cinnolin]-8'-yl)-2-(2-(isopropylamino)ethoxy)pyridin-3-yl)methanesulfonamide FC=1C(=CC=2C3=C(N=NC2C1)N(C(C31CCC1)=O)C)C=1C=C(C(=NC1)OCCNC(C)C)NS(=O)(=O)C